COC(C(=O)OCCOCCOCCO)=C triethylene glycol methoxyacrylate